COC=1C=C(C=C(C1O)OC)C(=C(C1=CC(=C(C(=C1)OC)O)OC)C1=CC(=C(C(=C1)OC)O)OC)C1=CC(=C(C(=C1)OC)O)OC 1,1,2,2-tetrakis(3,5-dimethoxy-4-hydroxyphenyl)ethaneN